trans-benzyl 4-(dibenzylamino)cyclohexanecarboxylate C(C1=CC=CC=C1)N([C@@H]1CC[C@H](CC1)C(=O)OCC1=CC=CC=C1)CC1=CC=CC=C1